NN1C=NNC1=O 4-amino-1,2,4-triazol-5-one